monoacetylacetonide bis(ethylacetoacetate) C(C)CC(CC(=O)[O-])=O.C(C)CC(CC(=O)[O-])=O.C(C)(=O)CC([CH2-])=O